ClC1=C(C=C(C=C1)F)C1=CC(=CC=C1)F 2-chloro-5,3'-difluoro-[1,1'-biphenyl]